C(C)OC(=O)C1C(C(C(CC1)F)Br)=O 3-Bromo-4-fluoro-2-oxocyclohexane-1-carboxylic acid ethyl ester